O=C1NC(CCC1N1CC2=NC=C(C=C2C1=O)N1CCC2(CCN(C2)C(=O)OC(C)(C)C)CC1)=O tert-butyl 8-[6-(2,6-dioxo-3-piperidyl)-5-oxo-7H-pyrrolo[3,4-b]pyridin-3-yl]-2,8-diazaspiro[4.5]decane-2-carboxylate